FC1(CC(C1)C(CC(=O)OCC)=O)F ethyl 3-(3,3-difluorocyclobutyl)-3-oxo-propanoate